5-(2,6-Dichloro-4-(2,5-dimethyl-1H-pyrrol-1-yl)phenoxy)-1-(4-methoxybenzyl)pyridin-2(1H)-one ClC1=C(OC=2C=CC(N(C2)CC2=CC=C(C=C2)OC)=O)C(=CC(=C1)N1C(=CC=C1C)C)Cl